1-amino-7-(5-fluoro-1-methyl-1H-pyrazol-4-yl)-2-(3-hydroxy-2,6-dimethylphenyl)-4-methyl-2,8-dihydro-9H-2,3,5,8-tetraazabenzo[cd]azulene-9-one NC=1N(C2=C3C(C=C(NC(C13)=O)C=1C=NN(C1F)C)=NC(=N2)C)C2=C(C(=CC=C2C)O)C